tetramethylcyclopentadienyl-dimethyl-silicon CC1=C(C(=C(C1[Si](C)C)C)C)C